(S)-2-(2,6-dichlorobenzoylamino)-3-(4-(2'-oxospiro[cyclopropane-1,3'-pyrrolo[2,3-b]pyridine]-1'(2'H)-yl)phenyl)propanoic acid ClC1=C(C(=O)N[C@H](C(=O)O)CC2=CC=C(C=C2)N2C(C3(C=4C2=NC=CC4)CC3)=O)C(=CC=C1)Cl